hexamethylenedi-amine NCCCCCCN